FC1=C(C=CC(=C1)F)N1C=C(C=2C1=NC=C(C2)C=2C(=NOC2C)C)C2=C(C(=NN2CCC)C(=O)O)NCC 5-(1-(2,4-difluorophenyl)-5-(3,5-dimethylisoxazol-4-yl)-1H-pyrrolo[2,3-b]pyridin-3-yl)-4-(ethylamino)-1-propyl-1H-pyrazole-3-carboxylic acid